NC1=NC(=C(C=C1C=1C=C2CCNC(C2=CC1)=O)C1=CC(=C(C=C1)OC)CO)F 6-(2-amino-6-fluoro-5-(3-(hydroxymethyl)-4-methoxyphenyl)pyridin-3-yl)-3,4-dihydroisoquinolin-1(2H)-one